NCC1=CC(=C(C=C1)NC(=O)C1=CC2=C(OCCC3=C2SC=C3)C=C1C=1C(=NC(=CC1)C(NCCC)=O)C(=O)O)OCCCO 3-(9-((4-(aminomethyl)-2-(3-hydroxypropoxy)phenyl)carbamoyl)-4,5-dihydrobenzo[b]thieno[2,3-d]oxepin-8-yl)-6-(propylcarbamoyl)picolinic acid